NC=1C(=NC(=CN1)C1=C(C=CC(=C1)C(C(=O)N)(C(F)F)O)C)C(=O)NCC1(CC1)C#N 3-amino-6-(5-(1-amino-3,3-difluoro-2-hydroxy-1-oxopropan-2-yl)-2-methylphenyl)-N-((1-cyanocyclopropyl)methyl)pyrazine-2-carboxamide